3,3-difluoro-4-methyl-piperidine-4-carboxylic acid ethyl ester hydrochloride Cl.C(C)OC(=O)C1(C(CNCC1)(F)F)C